Oxalic acid (oxalate) C(C(=O)O)(=O)O.C(C(=O)O)(=O)O